[4-[(1r,2s)-6-hydroxy-2-phenyl-tetrahydronaphthalen-1-yl]phenyl]piperidine-4-carbaldehyde OC=1C=C2CC[C@@H]([C@@H](C2=CC1)C1=CC=C(C=C1)N1CCC(CC1)C=O)C1=CC=CC=C1